3-[3-Methyl-4-(5-oxa-2-azaspiro[3.4]octan-7-yl)-2-oxo-benzimidazol-1-yl]piperidine-2,6-dione CN1C(N(C2=C1C(=CC=C2)C2COC1(CNC1)C2)C2C(NC(CC2)=O)=O)=O